2-((2-(((tert-butoxycarbonyl)(2-(6-methoxy-3-nitropyridin-2-yl)ethyl)amino)methyl)-4-chlorophenyl)amino)-5-fluoro-4-(trifluoromethyl)benzoic acid hydrochloride Cl.C(C)(C)(C)OC(=O)N(CCC1=NC(=CC=C1[N+](=O)[O-])OC)CC1=C(C=CC(=C1)Cl)NC1=C(C(=O)O)C=C(C(=C1)C(F)(F)F)F